N1C=CC2=CC=C(C=C12)C(=O)N1CC2(CC(C2)OC=2C=NC=CC2C(F)(F)F)CCC1 6-(1H-indole-6-carbonyl)-2-{[4-(trifluoromethyl)pyridin-3-yl]oxy}-6-azaspiro[3.5]nonane